Cl.NC12CCC(CC1)(CC2)C(=O)N 4-Aminobicyclo[2.2.2]Octane-1-carboxamide hydrochloride Salt